NC1=CC=2N(C(=C1)C1=CC=C(C#N)C=C1)N=CN2 4-(7-amino-[1,2,4]triazolo[1,5-a]pyridin-5-yl)benzonitrile